FC(O[C@H]1C[C@H](C1)NC(=O)C12CCC(CC1)(CC2)NC(OC(C)(C)C)=O)(F)F tert-butyl (4-{[cis-3-(trifluoromethoxy)cyclobutyl]carbamoyl}bicyclo[2.2.2]octan-1-yl)carbamate